FC(N1N=CC(=C1)NC(OCCCC)=O)(F)F butyl N-[1-(trifluoromethyl)pyrazol-4-yl]carbamate